5-amino-N-(2,2,2-trifluoroethyl)-N-(2-(trifluoromethyl)-6,7-dihydro-5H-cyclopenta[b]pyridin-5-yl)benzo[c][2,6]naphthyridin-9-carboxamide NC1=NC2=C(C3=CN=CC=C13)C=C(C=C2)C(=O)N(C2CCC1=NC(=CC=C12)C(F)(F)F)CC(F)(F)F